COC(C1=CC(=C(C=C1)OCC(=O)OC)[N+](=O)[O-])=O 4-(2-methoxy-2-oxoethoxy)-3-nitrobenzoic acid methyl ester